[W].[Fe].[Ni] Nickel-iron-tungsten